COC1=CC=C2C(=CC(NC2=C1)=O)C 7-methoxy-4-methyl-2(1H)-quinolinone